ClC1=C(C=CC=C1Cl)N1CCN(CC1)CC[C@@H]1C[C@H](C1)NC(=O)C=1N=C(OC1)C N-(trans-3-(2-(4-(2,3-dichlorophenyl)piperazine-1-yl)ethyl)cyclobutyl)-2-methyloxazole-4-formamide